13-bromo-4-fluoro-14-methoxy-10,16,16-trioxo-9-oxa-16λ6-thia-17-azatetracyclo[16.3.1.111,15.02,7]tricosa-1(22),2,4,6,11(23),12,14,18,20-nonaene-19-carbonitrile BrC1=CC=2C(OCC3=CC=C(C=C3C=3C=CC(=C(NS(C(=C1OC)C2)(=O)=O)C3)C#N)F)=O